N-(2-(3,5-difluoro-4-(thiophen-3-yl)phenyl)propan-2-yl)acetamide FC=1C=C(C=C(C1C1=CSC=C1)F)C(C)(C)NC(C)=O